NC1=NC=NN2C1=C(C=C2C=2C(=CC(=C(C(=O)N[C@@H]1CN(C[C@@H]1F)C(=O)C1=NC=C(C=C1)F)C2)C)F)C(F)(F)F 5-[4-amino-5-(trifluoromethyl)pyrrolo[2,1-f][1,2,4]triazin-7-yl]-4-fluoro-N-[(3R,4S)-4-fluoro-1-(5-fluoropyridine-2-carbonyl)pyrrolidin-3-yl]-2-methylbenzamide